diethyl tartrate dioleate C(CCCCCCC\C=C/CCCCCCCC)(=O)O.C(CCCCCCC\C=C/CCCCCCCC)(=O)O.C(=O)(OCC)C(O)C(O)C(=O)OCC